NC1=NC=2C=CC(=CC2C2=C1COC2)C(=O)N(CC=2SC1=C(C=NC=C1)N2)C(C)C2=NC=CC=N2 4-Amino-N-(1-(pyrimidin-2-yl)ethyl)-N-(thiazolo[4,5-c]pyridin-2-ylmethyl)-1,3-dihydrofurano[3,4-c]quinolin-8-carboxamide